C1(=C(C=CC=C1)ONC(C[2H])=O)C N-(o-tolyloxy)acetamide-2-d